[3-amino-4-phenyl-5-(trifluoromethyl)-2-thienyl]-[4-(2-tetrahydropyran-4-yl-3H-imidazo[4,5-b]pyridin-7-yl)-1-piperidyl]methanone NC1=C(SC(=C1C1=CC=CC=C1)C(F)(F)F)C(=O)N1CCC(CC1)C1=C2C(=NC=C1)NC(=N2)C2CCOCC2